2-((2r,6s)-2,6-dimethylpiperazin-1-yl)-N-(6-(2,4-dioxotetrahydropyrimidin-1(2H)-yl)pyridin-3-yl)acetamide hydrobromide salt Br.C[C@H]1N([C@H](CNC1)C)CC(=O)NC=1C=NC(=CC1)N1C(NC(CC1)=O)=O